S1C(=NC=C1)NC(=O)C1CC1C1(C(C=CC=C1)C1CCCCC1)S(=O)(=O)CC=1C=NC=CC1 (±)-(E)-3-[2-Cyclohexyl-1-(pyridin-3-ylmethylsulfonyl)-phenyl]-cyclopropanecarboxylic acid thiazol-2-ylamide